3-(benzyloxy)-6-(4-((tert-butoxycarbonyl)amino)but-1-yn-1-yl)picolinic acid methyl ester COC(C1=NC(=CC=C1OCC1=CC=CC=C1)C#CCCNC(=O)OC(C)(C)C)=O